1,2,5,6-tetrahydrobenzyl alcohol C(C1CC=CCC1)O